2-((6-((2,5-dichloropyrimidin-4-yl)amino)-1-methyl-2-oxo-1,2-dihydroquinolin-3-yl)oxy)-N-methyl-acetamide ClC1=NC=C(C(=N1)NC=1C=C2C=C(C(N(C2=CC1)C)=O)OCC(=O)NC)Cl